dichloromethyl-terphenyl ClC(Cl)C1=C(C=CC=C1)C=1C(=CC=CC1)C1=CC=CC=C1